OC(CO)C1OB(OC1C(CO)O)[C@H](CC(C)C)C1=NOC(C1)C(=O)N (1R)-1-(4,5-bis(1,2-dihydroxyethyl)-1,3,2-dioxaborolan-2-yl)-3-methylbutyl-4,5-dihydroisoxazol-5-carboxamide